tert-butyl 5-(1-(cyclopropylmethyl)-2-(1-methoxy-1-oxopropan-2-ylidene)hydrazineyl)-3,4-dihydroisoquinoline-2(1H)-carboxylate C1(CC1)CN(N=C(C(=O)OC)C)C1=C2CCN(CC2=CC=C1)C(=O)OC(C)(C)C